C(CCCCCCCCCCCCCCCCCCCCCCCCC)(=O)OCCCCCCCCCCCCCCCC hexadecan-1-yl cerotate